C(CCC)C(COC(CCCCCCCC(=O)O)=O)CCCCCC 9-(2-butyloctoxy)-9-oxo-nonanoic acid